ClC1=CC=C(C=C1)C1=C(CCC(C1)(C)C)CN1CC2N(C(C1)C2)CC=2C=C1CN(C(C1=CC2)=O)N2C(NC(CC2)=O)=O 1-(5-((3-((4'-chloro-5,5-dimethyl-3,4,5,6-tetrahydro-[1,1'-biphenyl]-2-yl)methyl)-3,6-diazabicyclo[3.1.1]heptan-6-yl)methyl)-1-oxoisoindolin-2-yl)dihydropyrimidine-2,4(1h,3h)-dione